FC1(OC2=C(O1)C=CC=C2NC(C2=C(N=CC=C2C)NCC2=CC=C(C=C2)OC)=O)F N-(2,2-difluorobenzo[d][1,3]dioxol-4-yl)-2-[(4-methoxybenzyl)amino]-4-methylnicotinamide